CC=1C=C(C=CC1OC1=CC2=C(N(C=N2)C)C=C1)NC=1C2=C(N=CN1)C=CC(=N2)N2[C@H](CNCC2)C N-{3-methyl-4-[(1-methyl-1,3-benzodiazol-5-yl)oxy]phenyl}-6-[(2S)-2-methylpiperazin-1-yl]pyrido[3,2-d]pyrimidin-4-amine